ClC=1C=CC2=C(CCC=3C(=NC=CC3)C2=C2CCN(CC2)CCC2=C(N=C3N(C2=O)CCCC3O)C)C1 3-(2-(4-(8-chloro-5,6-dihydro-11H-benzo-[5,6]cyclohepta[1,2-b]pyridin-11-ylidene)-piperidin-1-yl)ethyl)-9-hydroxy-2-methyl-6,7,8,9-tetrahydro-4H-pyrido[1,2-a]-pyrimidin-4-one